N=C1N2C(CC2CN1)C(=O)O 2-imino-1,3-diaza-bicyclo[3.2.0]heptane-7-carboxylic acid